5-chloro-6-cyclopropyl-2-((2-methylpyridin-3-yl)amino)nicotinonitrile ClC=1C(=NC(=C(C#N)C1)NC=1C(=NC=CC1)C)C1CC1